1-[4-fluoro-2-(2-hydroxy-2-methylpropoxy)phenyl]-N-[4-(1,1,1,3,3,3-hexafluoro-2-hydroxypropan-2-yl)phenyl]-2-oxo-1,2-dihydropyridine-3-carboxamide FC1=CC(=C(C=C1)N1C(C(=CC=C1)C(=O)NC1=CC=C(C=C1)C(C(F)(F)F)(C(F)(F)F)O)=O)OCC(C)(C)O